C(C)(C)(C)C1=NC(=C(C(=O)NC2=CC(=NC=C2)S(N)(=O)=O)C=C1C(F)(F)F)N1C(CCC(CC1)(F)F)=O tert-butyl-2-(5,5-difluoro-2-oxoazepan-1-yl)-N-(2-sulfamoylpyridin-4-yl)-5-(trifluoromethyl)-nicotinamide